ClC1=C2C=NN(C2=C(C=C1)C(=O)NC1CC2(CCC2)C1)CC1=CC=C(C=C1)C1=CC(=NC=C1)OC 6-(4-Chloro-1-(4-(2-methoxypyridin-4-yl)benzyl)-1H-indazol-7-carboxamido)spiro[3.3]-heptan